rac-(1S*,2S*)-2-(3-chloro-2-fluorophenyl)-N-(6-chloropyrimidin-4-yl)cyclopropane-1-carboxamide ClC=1C(=C(C=CC1)[C@@H]1[C@H](C1)C(=O)NC1=NC=NC(=C1)Cl)F |r|